O1C(C1)COC=1C=CC=2C3(C4=CC=C(C=C4OC2C1)OCC1OC1)C1=CC=CC=C1C=1C=CC=CC13 3',6'-bis(oxiran-2-ylmethoxy)spiro[fluorene-9,9'-xanthene]